phenyl 5-((diisopropylamino)methyl)-4-(5-fluoro-2-methoxypyridin-4-yl)-2-methylbenzoate C(C)(C)N(C(C)C)CC=1C(=CC(=C(C(=O)OC2=CC=CC=C2)C1)C)C1=CC(=NC=C1F)OC